CN1N=C(C=C1)C(F)(F)F 1-methyl-3-(trifluoromethyl)-1H-pyrazol